(S)-2-(4-(6-((4-chloro-2-fluorobenzofuran-7-yl)methoxy)pyridin-2-yl)-3-fluorobenzyl)-1-(oxetane-2-ylmethyl)-1H-thieno[2,3-d]imidazole-5-carboxylic acid methyl ester COC(=O)C1=CC2=C(N=C(N2C[C@H]2OCC2)CC2=CC(=C(C=C2)C2=NC(=CC=C2)OCC2=CC=C(C=3C=C(OC32)F)Cl)F)S1